2-cyclopropyl-5-(cyclopropylmethyl)-8-fluoro-N-[6-(4-isopropyl-4H-1,2,4-triazol-3-yl)pyridin-2-yl]-5,6-dihydro-4H-benzo[f]imidazo[1,2-a][1,4]diazepine-9-carboxamide C1(CC1)C=1N=C2N(C3=C(CN(C2)CC2CC2)C=C(C(=C3)C(=O)NC3=NC(=CC=C3)C3=NN=CN3C(C)C)F)C1